FC(C1=NN=C(O1)C1=CC=C(CN2C(N(C3=C2C=C(C=C3)C=3C(=NOC3C)C)C3CCN(CC3)C)=O)C=C1)F 3-(4-(5-(difluoromethyl)-1,3,4-oxadiazole-2-yl)benzyl)-5-(3,5-dimethylisooxazole-4-yl)-1-(1-methylpiperidine-4-yl)-1,3-dihydro-2H-benzo[d]imidazole-2-one